CC1=C(C=CC(=C1)C)S 2,4-dimethylthiophenol